9,9-bis[4-(2,3-dicarboxyphenoxy)-3-ethylphenyl]fluorene C(=O)(O)C1=C(OC2=C(C=C(C=C2)C2(C3=CC=CC=C3C=3C=CC=CC23)C2=CC(=C(C=C2)OC2=C(C(=CC=C2)C(=O)O)C(=O)O)CC)CC)C=CC=C1C(=O)O